4-(5-bromo-6-methyl-3-pyridyl)-8-chloro-2,2-dimethyl-1,3-benzothiazine BrC=1C=C(C=NC1C)C1=NC(SC2=C1C=CC=C2Cl)(C)C